CNCCC(C)C N,3-dimethylbutanamine